1,2,3,4,5,6,7,8-octahydro-1,1,6,7-tetramethyl-naphthalene CC1(CCCC=2CC(C(CC12)C)C)C